(R)-N-(5-chloro-4-(5,5-dimethyl-5,6-dihydro-4H-pyrrolo[1,2-b]pyrazol-3-yl)pyridin-2-yl)-2-(1-(methylsulfonyl)pyrrolidin-3-yl)acetamide ClC=1C(=CC(=NC1)NC(C[C@@H]1CN(CC1)S(=O)(=O)C)=O)C1=C2N(N=C1)CC(C2)(C)C